tert-butyl (2R,5S)-4-(6,7-dichloro-1-(P)-(2-isopropyl-4-methylpyridin-3-yl)-2-oxo-1,2-dihydropyrido[2,3-d]pyrimidin-4-yl)-2,5-dimethylpiperazine-1-carboxylate ClC1=CC2=C(N(C(N=C2N2C[C@H](N(C[C@@H]2C)C(=O)OC(C)(C)C)C)=O)C=2C(=NC=CC2C)C(C)C)N=C1Cl